CC1=CC=C(S1)B(O)O 5-methyl-2-thienyl-boronic acid